2-(1-(1-methylpiperidin-3-yl)-1H-pyrazol-4-yl)quinoxaline CN1CC(CCC1)N1N=CC(=C1)C1=NC2=CC=CC=C2N=C1